tert-butyl (4S,5S)-5-(6-hydroxy-4-(trifluoromethyl)pyridin-2-yl)-4-methyl-2-oxooxazolidine-3-carboxylate OC1=CC(=CC(=N1)[C@@H]1[C@@H](N(C(O1)=O)C(=O)OC(C)(C)C)C)C(F)(F)F